tri-n-butyl-(2-ethoxyethoxy)silane methyl-3-bromo-1-{1-[(tert-butoxycarbonyl)amino]-2-methylpropan-2-yl}-1H-pyrazole-5-carboxylate COC(=O)C1=CC(=NN1C(CNC(=O)OC(C)(C)C)(C)C)Br.C(CCC)[Si](OCCOCC)(CCCC)CCCC